[(5S,7S)-7-fluoro-5-phenyl-6,7-dihydro-5H-pyrrolo[1,2-b][1,2,4]triazol-2-yl]-spiro[2.3]hexan-5-yl-methanone F[C@H]1C[C@H](N2N=C(N=C21)C(=O)C2CC1(CC1)C2)C2=CC=CC=C2